2-methylene-cyanobenzene C=C1C(C=CC=C1)C#N